C(C)(=O)N1[C@H](CC(C1)C1=CC(=C(C=C1)OC(F)F)OCC1CC1)C(=O)NC(C(=O)O)C1=C(C=C(C=C1)F)F ((2R)-1-acetyl-4-(3-(cyclopropylmethoxy)-4-(difluoromethoxy)phenyl)pyrrolidine-2-carboxamido)-2-(2,4-difluorophenyl)acetic acid